NC1=C(C2=C(S1)C(C(CC2)(C2=CC=CC=C2)C#N)=O)C(=O)NC(C)C 2-Amino-6-cyano-N-isopropyl-7-oxo-6-phenyl-4,5,6,7-tetrahydrobenzo[b]thiophene-3-carboxamide